methyl 6-(2-(2-(2-isothiocyanatoethoxy)ethoxy)-1-(16-((6-(methoxycarbonyl)pyridin-2-yl)methyl)-1,4,10,13-tetraoxa-7,16-diazacyclooctadecan-7-yl)ethyl)picolinate N(=C=S)CCOCCOCC(N1CCOCCOCCN(CCOCCOCC1)CC1=NC(=CC=C1)C(=O)OC)C1=CC=CC(=N1)C(=O)OC